6-amino-2-(3,5-dichloro-4-((7-methyl-1-oxo-2,5,6,7-tetrahydro-1H-cyclopenta[d]pyridazin-4-yl)oxy)phenyl-2,6-d2)-1,2,4-triazine-3,5(2H,4H)-dione NC=1C(NC(N(N1)C1=C(C(=C(C(=C1[2H])Cl)OC=1C2=C(C(NN1)=O)C(CC2)C)Cl)[2H])=O)=O